tri-isobutyl-phosphine oxide C(C(C)C)P(CC(C)C)(CC(C)C)=O